3-ethyl-4-phenyltricyclo[4.2.1.02,5]non-3,7-diene C(C)C=1C2C3C=CC(C2C1C1=CC=CC=C1)C3